methyl (3R)-3-benzyloxybutanoate C(C1=CC=CC=C1)O[C@@H](CC(=O)OC)C